O1CCN(CC1)S(=O)(=O)CCNC1=NC(N(C2=CC(=CC=C12)C(F)(F)F)C1=C(C=CC=C1)C)=O 4-((2-(Morpholinosulfonyl)ethyl)amino)-1-(o-tolyl)-7-(trifluoromethyl)quinazolin-2(1H)-one